O[C@@H]1C[C@H](N(C1)C([C@H](C(C)(C)C)NC(=O)C1CCC(CC1)C(=O)O)=O)C(NCC1=CC=C(C=C1)C1=C(N=CS1)C)=O (1r,4r)-4-{[(2S)-1-[(2S,4R)-4-hydroxy-2-({[4-(4-methyl-1,3-thiazol-5-yl)phenyl]methyl}carbamoyl)pyrrolidin-1-yl]-3,3-dimethyl-1-oxobutan-2-yl]carbamoyl}cyclohexane-1-carboxylic acid